C(CC)(=O)OCC(C)(C)OC(C)C1CC(CCC1)(C)C [2-[1-(3,3-dimethylcyclohexyl) ethoxy]-2-methyl-propyl] propionate